((2R,3S,5R)-5-(4-amino-2-oxopyrimidin-1(2H)-yl)-3-hydroxytetrahydrofuran-2-yl)methyl (4,4,4-trifluorobutyl) hydrogen phosphate P(=O)(OC[C@H]1O[C@H](C[C@@H]1O)N1C(N=C(C=C1)N)=O)(OCCCC(F)(F)F)O